OC1=C(NC=O)C=C(C=C1)[C@H](CN[C@@H](CC1=CC=C(C=C1)OC)C)O |r| 2'-hydroxy-5'-[(RS)-1-hydroxy-2-{[(RS)-p-methoxy-α-methylphenethyl]amino}ethyl]formanilide